C(C(C)C)(=O)N1[C@@H](CN(CC1)C1=C2C=CC(=NC2=CC(=C1)S(NC1(CC1)C)(=O)=O)NC(=O)C12CC2C1)C (R)-N-(5-(4-isobutyryl-3-methylpiperazin-1-yl)-7-(N-(1-methylcyclopropyl)sulfamoyl)quinolin-2-yl)bicyclo[1.1.0]butane-1-carboxamide